O=C1N(CCC1)[C@@H]1C(=NN(C1)C(=O)N[C@H](C)C=1C=NC(=NC1)Cl)C1=CC=C(C=C1)F (S)-4-(2-oxopyrrolidin-1-yl)-3-(4-fluorophenyl)-N-((R)-1-(2-chloropyrimidin-5-yl)ethyl)-4,5-dihydro-1H-pyrazol-1-carboxamide